C(CCCCCCCCCCCC=CCCCCCC)(=O)OCCCCCCCCCCCCCCCCCCCCCO 21-hydroxyheneicosyl eicos-13-enoate